CC1(CN(C1)C(=O)C=1C=C(C=NC1)C1=CC(=NC=C1)C=1NC(=C(N1)C)C)C 5-[(3,3-Dimethylazetidin-1-yl)carbonyl]-2'-(4,5-dimethyl-1H-imidazol-2-yl)-3,4'-bipyridine